5-(3-(4-((4-aminopiperidin-1-yl)sulfonyl)phenoxy)azetidin-1-yl)-2-(2,6-dioxopiperidin-3-yl)isoindoline-1,3-dione NC1CCN(CC1)S(=O)(=O)C1=CC=C(OC2CN(C2)C=2C=C3C(N(C(C3=CC2)=O)C2C(NC(CC2)=O)=O)=O)C=C1